N-(4-bromo-3,5-dimethylphenyl)-2,2,2-trifluoro-acetamide BrC1=C(C=C(C=C1C)NC(C(F)(F)F)=O)C